C1(=CC=CC2=CC=CC=C12)C1=CC=C(C=C1)N1C2=CC=CC=C2C=2C=CC=CC12 9-[4-(1-naphthyl)phenyl]-9H-carbazole